ethyl 8-(2-amino-6-((R)-1-(4-chloro-2-(3-methyl-1H-pyrazole-1-yl)phenyl)-2,2,2-trifluoroethoxy)pyrimidine-4-yl)-2-azaspiro[4.5]dec-7-ene-3-carboxylate hippurate C(CNC(=O)C1=CC=CC=C1)(=O)O.NC1=NC(=CC(=N1)C1=CCC2(CC(NC2)C(=O)OCC)CC1)O[C@@H](C(F)(F)F)C1=C(C=C(C=C1)Cl)N1N=C(C=C1)C